COC=1C=2N(N=C(C1)OCC1=NC=3CCN(CC3C=C1)CC(CO)O)C(=NN2)C2=NOC(=C2)C 3-(2-(((8-methoxy-3-(5-methylisoxazol-3-yl)-[1,2,4]triazolo[4,3-b]pyridazin-6-yl)oxy)methyl)-7,8-dihydro-1,6-naphthyridin-6(5H)-yl)propane-1,2-diol